(N-[4-amino-5-[3-[(3,3-difluoroazetidin-1-yl)methyl]isoxazole-5-carbonyl]thiazol-2-yl]-4-fluoro-anilino)propanamide NC=1N=C(SC1C(=O)C1=CC(=NO1)CN1CC(C1)(F)F)N(C1=CC=C(C=C1)F)C(C(=O)N)C